1-isopropyl-3,4-dihydroisoquinoline-2(1H)-carboxylate C(C)(C)C1N(CCC2=CC=CC=C12)C(=O)[O-]